8-((1S,2S)-2-(3-chlorophenyl)cyclopropyl)-7-((6-cyclopropylimidazo[1,2-a]pyridin-2-yl)methyl)-7H-purine ClC=1C=C(C=CC1)[C@@H]1[C@H](C1)C1=NC2=NC=NC=C2N1CC=1N=C2N(C=C(C=C2)C2CC2)C1